O1CCC2=C1C=CC(=C2)N2CCN(CC2)C(C(=O)N(C)C)C2=CC=CC=C2 2-(4-(2,3-Dihydrobenzofuran-5-yl)piperazin-1-yl)-N,N-dimethyl-2-phenylacetamide